FC1=C2C(NC(=NC2=CC(=C1)OCC1CCNCC1)CSC1CCN(CC1)CC(F)(F)F)=O 5-fluoro-7-(piperidin-4-ylmethoxy)-2-(((1-(2,2,2-trifluoroethyl)piperidin-4-yl)thio)methyl)quinazolin-4(3H)-one